ClC=1C=C(C=CC1)C=1C=C(C=NC1OC(F)F)C(C1=CN=C(S1)NC(OC(C)(C)C)=O)O tert-Butyl (5-((5-(3-chlorophenyl)-6-(difluoromethoxy)pyridin-3-yl)(hydroxy)methyl)thiazol-2-yl)carbamate